C(=C)N1CCC1 N-vinyl-azetidin